3-(dimethylamino)-6-((3-methoxy-4-((4-methoxybenzyl)oxy)phenyl)amino)quinoxaline-5-carbonitrile CN(C=1C=NC=2C=CC(=C(C2N1)C#N)NC1=CC(=C(C=C1)OCC1=CC=C(C=C1)OC)OC)C